COC=1C=C(C=CC1C1=CN=CO1)NC(=O)C1CCOC2=CC=CC=C12 N-(3-methoxy-4-(oxazol-5-yl)phenyl)chroman-4-carboxamide